NCCCCCCN(CCCCCCN)CCCCCCN N',N'-bis(6-aminohexyl)hexane-1,6-diamine